6-bromopyrazin-2-amine BrC1=CN=CC(=N1)N